C(C1=CC=CC=C1)OC(=O)N[C@@H](C(=O)OCC1=CC=CC=C1)CNC(C1=CC(=CC(=C1)F)C1C(CCCC1)CC)=O (2R)-benzyl 2-(((benzyloxy)carbonyl)amino)-3-(3-(2-ethylcyclohexyl)-5-fluorobenzamido)propanoate